(R)-8-(8-((2-(trifluoromethyl)pyridin-3-yl)thio)imidazo[1,2-c]pyrimidin-5-yl)-8-azaspiro[4.5]decan-1-amine FC(C1=NC=CC=C1SC=1C=2N(C(=NC1)N1CCC3(CCC[C@H]3N)CC1)C=CN2)(F)F